[Na+].CN(CCS(=O)(=O)[O-])CCCCCCCC\C=C/CCCCCCCC N-methyl-N-oleyltaurine sodium salt